N-{[3-(4-{[(3S,4R)-3-fluoro-1-methylpiperidin-4-yl]amino}-1-(2,2,2-trifluoroethyl)-1H-indol-2-yl)-1,2,4-oxadiazol-5-yl]methyl}-1-methyl-1H-indole-5-carboxamide F[C@H]1CN(CC[C@H]1NC1=C2C=C(N(C2=CC=C1)CC(F)(F)F)C1=NOC(=N1)CNC(=O)C=1C=C2C=CN(C2=CC1)C)C